3-(5-(dimethylamino)-8-fluoro-5,6-dihydro-4H-pyrrolo[3,2,1-ij]quinolin-1-yl)benzonitrile CN(C1CN2C3=C(C=C(C=C3C1)F)C(=C2)C=2C=C(C#N)C=CC2)C